BrC=1C=C(OCCCC2CCNCC2)C=CC1 4-(3-(3-bromophenoxy)propyl)piperidine